C1(CC1)C1=NC=C(C(=O)O)C(=C1)C1=C(C=CC=C1)OC 6-cyclopropyl-4-(2-methoxyphenyl)nicotinic acid